2-(trifluoromethyl)oxetane FC(C1OCC1)(F)F